2-((1r,2r)-1-(2-chlorophenyl)-1-(1-(oxetan-3-ylmethyl)-1H-pyrazol-4-yl)propan-2-yl)-5-hydroxy-N-(isoxazol-4-yl)-1-methyl-6-oxo-1,6-dihydropyrimidine-4-carboxamide ClC1=C(C=CC=C1)[C@H]([C@@H](C)C=1N(C(C(=C(N1)C(=O)NC=1C=NOC1)O)=O)C)C=1C=NN(C1)CC1COC1